NN1C[C@@H](N=C(C2=C1C=CC(=C2Cl)C(F)(F)F)C2=NC(=CC=C2F)OCC2=CC=CC=C2)C (3S)-1-amino-5-(6-benzyloxy-3-fluoro-2-pyridinyl)-6-chloro-3-methyl-7-(trifluoromethyl)-3H-1,4-benzodiazepine